N-(6-((2-((5-bromo-2-chloro-4-(4-(4-methyl-1,4-diazepan-1-yl)piperidine-1-yl)phenyl)amino)-5-chloropyrimidin-4-yl)amino)-2,3-dihydrobenzofuran-5-yl)methanesulfonamide BrC=1C(=CC(=C(C1)NC1=NC=C(C(=N1)NC1=CC2=C(CCO2)C=C1NS(=O)(=O)C)Cl)Cl)N1CCC(CC1)N1CCN(CCC1)C